N-(2-fluoro-4-methylbenzyl)-4-(1-methyl-1H-indazol-5-yl)-5-(6-methylpyridin-2-yl)-1H-imidazol-2-amine FC1=C(CNC=2NC(=C(N2)C=2C=C3C=NN(C3=CC2)C)C2=NC(=CC=C2)C)C=CC(=C1)C